C(=O)C1=CC=C(C(=O)NCCC(=O)NC2=C(N(C=C2)C)C(=O)NC2=CC=C(C=C2)C=O)C=C1 (3-(4-formylbenzoylamino)propionylamino)-N-(4-formylphenyl)-1-methyl-1H-pyrrole-2-carboxamide